N-{[3-(4-{[(3R,4R)-3-fluorooxan-4-yl]amino}-1-(2,2,2-trifluoroethyl)-1H-indol-2-yl)-1,2,4-oxadiazol-5-yl]methyl}-1-(4-methyloxan-4-yl)-1H-pyrrole-3-carboxamide F[C@H]1COCC[C@H]1NC1=C2C=C(N(C2=CC=C1)CC(F)(F)F)C1=NOC(=N1)CNC(=O)C1=CN(C=C1)C1(CCOCC1)C